lanthanum heptanesulfonate C(CCCCCC)S(=O)(=O)[O-].[La+3].C(CCCCCC)S(=O)(=O)[O-].C(CCCCCC)S(=O)(=O)[O-]